(5-chloro-1,7-dimethyl-2-oxo-1,2-dihydro-1,6-naphthyridin-8-yl)oxy (Methyl)pyrrolidine-1-carboxylate CC1N(CCC1)C(=O)OOC=1C(=NC(=C2C=CC(N(C12)C)=O)Cl)C